5-(4-Cyclopropyl-2-fluorophenyl)-1-(oxan-4-yl)pyrazole-4-carboxylic acid C1(CC1)C1=CC(=C(C=C1)C1=C(C=NN1C1CCOCC1)C(=O)O)F